(3-methoxybenzyl)-N3-methyl-N5-((trans)-2-methylcyclopropyl)-2-oxo-1,2-dihydropyridine-3,5-dicarboxamide COC=1C=C(CN2C(C(=CC(=C2)C(=O)N[C@H]2[C@@H](C2)C)C(=O)NC)=O)C=CC1